N-BOC-3-hydroxyaniline C(=O)(OC(C)(C)C)NC1=CC(=CC=C1)O